N-(4-(1-(3-aminobenzoyl)-4-hydroxypiperidin-4-yl)butyl)isoindoline-2-carboxamide TFA salt OC(=O)C(F)(F)F.NC=1C=C(C(=O)N2CCC(CC2)(O)CCCCNC(=O)N2CC3=CC=CC=C3C2)C=CC1